1-Glycerol methacrylate CC(=C)C(=O)OCC(CO)O